(2S,4R)-1-[1-(4-chlorophenyl)cyclopropanecarbonyl]-4-fluoro-pyrrolidine-2-carboxylic acid ClC1=CC=C(C=C1)C1(CC1)C(=O)N1[C@@H](C[C@H](C1)F)C(=O)O